C(C)(C)(C)OC(=O)N[C@@H](CC(=O)O)CC(C)C (R)-3-((tert-Butoxycarbonyl)amino)-5-methylhexanoic acid